NC1=NC=NC=2C=3C(CC(C12)(C)C)=C(C(=CC3)O[C@@H]3CC[C@H](CC3)NC(=O)OC(C)(C)C)C(=O)O 4-amino-8-[trans-4-(tert-butoxycarbonylamino)cyclohexyloxy]-5,5-dimethyl-6H-benzo[H]quinazoline-7-carboxylic acid